[Na+].C(C(S)C(S)C(=O)[O-])(=O)[O-].[Na+] dimercaptosuccinic acid sodium salt